ClC1=C(C=CC=C1)C(CN1N=CN=N1)=O (2-chlorophenyl)-2-(1,2,3,4-tetrazol-2-yl)ethan-1-one